(2-methoxy-2-oxoethyl)-4-aminothiophene-2-carboxylic acid methyl ester COC(=O)C=1SC=C(C1CC(=O)OC)N